methyl 1-(3-(benzyloxy)-5-(3-chlorophenyl)-4-methylpicolinamido)cyclobutane-1-carboxylate C(C1=CC=CC=C1)OC=1C(=NC=C(C1C)C1=CC(=CC=C1)Cl)C(=O)NC1(CCC1)C(=O)OC